ClC1=C(C=CC(=C1)F)S(=O)(=O)Cl 2-chloro-4-fluorobenzenesulfonyl chloride